2,3,6,7-tetrachloronaphthalene-1,4,5,8-tetracarboxylic acid ClC1=C(C=2C(=C(C(=C(C2C(=C1Cl)C(=O)O)C(=O)O)Cl)Cl)C(=O)O)C(=O)O